ONC(=O)[C@@H]1OC2=CC=CC=C2CC1 |r| (R) and (S)-N-hydroxychromane-2-carboxamide